1-(4-(2-oxa-7-azaspiro[3.5]nonan-7-yl)cyclohexyl)-5-(7,8-dimethyl-[1,2,4]triazolo[1,5-a]pyridin-6-yl)-6-isopropyl-1,3-dihydro-2H-benzo[d]imidazol-2-one C1OCC12CCN(CC2)C2CCC(CC2)N2C(NC1=C2C=C(C(=C1)C=1C(=C(C=2N(C1)N=CN2)C)C)C(C)C)=O